ClC1=C(C=C2C=C(N=CC2=C1)NC(=O)[C@@H]1CC12CCOCC2)N2CCC(CC2)N2CC(C2)(F)F (1R)-N-(7-chloro-6-(4-(3,3-difluoroazetidin-1-yl)piperidin-1-yl)isoquinolin-3-yl)-6-oxaspiro[2.5]octane-1-carboxamide